CN(C(/C=C/CC[C@@H](C(=O)NC=1C(N(C=CC1)CC=1N(C2=C(C=CC=C2C1)CC(C)C)C(=O)OC(C)(C)C)=O)NC(=O)OC)=O)C tert-butyl (S,E)-2-((3-(7-(dimethylamino)-2-((methoxycarbonyl)amino)-7-oxohept-5-enamido)-2-oxopyridin-1(2H)-yl)methyl)-7-isobutyl-1H-indole-1-carboxylate